3-aminomethyl-benzoic acid NCC=1C=C(C(=O)O)C=CC1